N-(5-(benzyloxy)-3,4,6-trimethylpyridin-2-yl)-5-methyl-1H-indole-2-carboxamide C(C1=CC=CC=C1)OC=1C(=C(C(=NC1C)NC(=O)C=1NC2=CC=C(C=C2C1)C)C)C